C1(CC1)N(CCC(C(=O)O)NC(=O)C=1C=2C=NN(C2C=CC1)CC(C)C)CCCCC1=NC=2NCCCC2C=C1 4-[cyclopropyl-[4-(5,6,7,8-tetrahydro-1,8-naphthyridin-2-yl)butyl]amino]-2-[(1-isobutylindazole-4-carbonyl)amino]butanoic acid